C[Si](OCCI)(C(C)(C)C)C Dimethyl-tert-butyl-(2-iodoethoxy)silane